FC(=C(F)F)B.[K] potassium trifluorovinylborane salt